SC(COCCS)CS (2-mercaptoethyl) (2,3-dimercaptopropyl) ether